Cl.FC=1C=C2C(=NC1)NC=C2N 5-fluoro-1H-pyrrolo[2,3-b]pyridin-3-amine hydrochloride